(2S,4R)-1-(2-(6-amino-9H-purin-9-yl)acetyl)-N-(3-chloro-2-fluorophenylmethyl)-4-fluoro-4-methylpyrrolidine-2-carboxamide NC1=C2N=CN(C2=NC=N1)CC(=O)N1[C@@H](C[C@@](C1)(C)F)C(=O)NCC1=C(C(=CC=C1)Cl)F